C(C)N(CCC[C@H](N)C(=O)O)C(NCC)=N N',N''-diethyl-L-arginine